6-(4-aminopiperidin-1-yl)-2-(4-cyano-3-fluorophenyl)-3-(3-fluoro-4-methoxyphenyl)isonicotinamide Diethyl-2,2,14,14-tetramethyl-8-oxopentadecanedioate C(C)OC(C(CCCCCC(CCCCCC(C(=O)OCC)(C)C)=O)(C)C)=O.NC1CCN(CC1)C=1N=C(C(=C(C(=O)N)C1)C1=CC(=C(C=C1)OC)F)C1=CC(=C(C=C1)C#N)F